C1=NC=CC=2C(CC=CC12)=O isoquinolin-5-one